C(#N)C1(COC1)N1CCC(CC1)N(C(=O)NC=1C=NC(=CC1OC(F)F)C)C1=C(C=CC=C1)C(C)C 1-(1-(3-cyanooxetan-3-yl)piperidin-4-yl)-3-(4-(difluoromethoxy)-6-methylpyridin-3-yl)-1-(2-isopropyl-phenyl)urea